ClC1=NC(=NC(=C1)C1=NNC=C1)N 4-Chloro-6-(1H-pyrazol-3-yl)pyrimidin-2-amine